C(C)(C)(C)N(C(O)=O)C=1C=NC(=CC1)C1CC(C1)(F)F.FC1(CC(C1)C1=CC=C(C=N1)N)F 6-(3,3-difluorocyclobutyl)pyridin-3-amine tert-Butyl-[6-(3,3-difluorocyclobutyl)pyridin-3-yl]carbamate